Cl.C(C)(C)(C)N1C(=NC=2C1=NC=CC2C=2C=NNC2)C2=CC=CC=C2 tert-butyl-2-phenyl-7-(1H-pyrazol-4-yl)-3H-imidazo[4,5-b]pyridine hydrochloride